2-(imidazo[1,5-a]pyridin-3-yl)propan-2-amine C=1N=C(N2C1C=CC=C2)C(C)(C)N